[As]1=CCCC1 arsoline